FC1=C(C=C(C=C1)F)CC=1C=2N(C=C(N1)C1=NC(=C(C(=N1)O)F)C)C=CN2 2-{8-[(2,5-difluorophenyl)methyl]imidazo[1,2-a]pyrazine-6-yl}-5-fluoro-6-methylpyrimidin-4-ol